2-(2-formyl-3-hydroxyphenoxymethyl)-N-[(2E)-1-(2-hydroxy-2-methylpropyl)-6-[(4-methylpiperazin-1-yl)methyl]-3H-1,3-benzodiazol-2-ylidene]pyridine-4-carboxamide C(=O)C1=C(OCC2=NC=CC(=C2)C(=O)/N=C/2\NC3=C(N2CC(C)(C)O)C=C(C=C3)CN3CCN(CC3)C)C=CC=C1O